2,6-dimethyl-4-butylphenol CC1=C(C(=CC(=C1)CCCC)C)O